aziridineselon N1C(C1)=[Se]